(S)-N'-((3-(2-methoxypyridin-4-yl)bicyclo[4.2.0]octa-1(6),2,4-trien-2-yl)carbamoyl)-3,3-dimethyl-2,3-dihydropyrazolo[5,1-b]oxazole-7-sulfonimidamide COC1=NC=CC(=C1)C1=C(C=2CCC2C=C1)NC(=O)N=[S@@](=O)(N)C=1C=NN2C1OCC2(C)C